FC=1C=C(CN2C(C=3N(C[C@@H]2COC)C=C(N3)C3=NC(=NC=C3C)NC3=CC=NN3C)=O)C=CC1F (R)-7-(3,4-difluorobenzyl)-6-(methoxymethyl)-2-(5-methyl-2-((1-methyl-1H-pyrazol-5-yl)amino)pyrimidin-4-yl)-6,7-dihydroimidazo[1,2-a]pyrazin-8(5H)-one